COC(C1=CC(=CC(=C1)S(=O)(=N)C(F)F)Cl)=O.N(CCC=CC(=O)N)(CCC=CC(=O)N)CCC=CC(=O)N N''-(nitrilotris(ethane-2,1-diyl))triacrylamide methyl-3-chloro-5-[(difluoromethyl)(imino)oxo-lambda6-sulfanyl]benzoate